oxalysin N[C@@H](OCCCN)C(=O)O